N1=CC(=CC=C1)C1=CC=C2C(=N1)NC(=C2)C(=O)O 6-(3-pyridyl)-1H-pyrrolo[2,3-b]pyridine-2-carboxylic acid